(1S,2S,3S,6R)-4-((difluoromethoxy)methyl)-6-((3-(tetrahydro-2H-pyran-4-yl)propyl)amino)cyclohex-4-ene-1,2,3-triol FC(OCC=1[C@@H]([C@@H]([C@H]([C@@H](C1)NCCCC1CCOCC1)O)O)O)F